C(=O)O.CN(C)CC1CN(CCC1)C1=NC=C(C(=N1)OCC)C(=O)NC=1C=C(C=2N(C1)C=C(N2)C)F 2-(3-((dimethylamino)methyl)piperidin-1-yl)-4-ethoxy-N-(8-fluoro-2-methylimidazo[1,2-a]pyridin-6-yl)pyrimidine-5-carboxamide formate